tert-Butyl ((5,6,7,8-tetrahydrothieno[3,2-b]oxepin-8-yl)methyl)carbamate S1C=CC=2OCCCC(C21)CNC(OC(C)(C)C)=O